N[C@@H]([C@@H](C(=O)NC(C(=O)O)CC1=CC=C(C=C1)Br)O)CC1=CC=CC=C1 2-[[(2S,3R)-3-amino-2-hydroxy-4-phenyl-butanoyl]amino]-3-(4-bromophenyl)propanoic acid